(R)-8-(8-((6-amino-3-chloro-2-methyl-pyridin-4-yl)thio)imidazo[1,2-c]pyrimidin-5-yl)-3,3-difluoro-8-azaspiro[4.5]decan-1-amine NC1=CC(=C(C(=N1)C)Cl)SC=1C=2N(C(=NC1)N1CCC3(CC(C[C@H]3N)(F)F)CC1)C=CN2